BrC=1C=2N(N=C(C1)Cl)C=CN2 8-bromo-6-chloro-imidazo[1,2-b]pyridazine